bi(benzothiadiazole-5-amine) S1N=NC2=C1C=CC(=C2C2=C(C=CC1=C2N=NS1)N)N